CN1C(N(C2=C1C(=CC=C2)C2CCN(CC2)C(=O)OC(C)(C)C)C2C(N(C(CC2)=O)C)=O)=O 1-Tert-butyl 4-[3-methyl-1-(1-methyl-2,6-dioxo-3-piperidyl)-2-oxo-benzimidazol-4-yl]piperidine-1-carboxylate